rac-(3aR,6aR)-2,3,3a,4,6,6a-hexahydro-1H-pyrrolo[3,4-b]pyrrole N1[C@@H]2[C@H](CC1)CNC2 |r|